(4aS,9aR)-2-methyl-7-(trifluoromethoxy)-2,3,4,4a,9,9a-hexahydroindeno[2,1-b][1,4]oxazine CC1CN[C@@H]2[C@H](O1)CC=1C=C(C=CC12)OC(F)(F)F